6-(4-(4-fluorophenyl)-1-(3-fluoropropyl)-1H-imidazol-5-yl)imidazo[1,2-a]pyridine-3-carboxamide FC1=CC=C(C=C1)C=1N=CN(C1C=1C=CC=2N(C1)C(=CN2)C(=O)N)CCCF